(((2-((1-((dimethylamino)methyl)cyclopropyl)methoxy)-7-(8-ethylnaphthalen-1-yl)-5,6,7,8-tetrahydropyrido[3,4-d]pyrimidin-4-yl)amino)methyl)-5-phenylpyrrolidin-2-one CN(C)CC1(CC1)COC=1N=C(C2=C(N1)CN(CC2)C2=CC=CC1=CC=CC(=C21)CC)NCN2C(CCC2C2=CC=CC=C2)=O